1,4-dicyanonaphthalene C(#N)C1=CC=C(C2=CC=CC=C12)C#N